N-[4-[[3-[2-(1r,4r)-[(4-aminocyclohexyl)amino]pyrimidin-4-yl]-4-pyridyl]oxy]-3-fluoro-phenyl]-2-ethenylbenzenesulfonamide NC1CCC(CC1)NC1=NC=CC(=N1)C=1C=NC=CC1OC1=C(C=C(C=C1)NS(=O)(=O)C1=C(C=CC=C1)C=C)F